[Si](C)(C)(C(C)(C)C)OC1CC(OC(C(C=CC(C(CC1)(C)O)O)C)/C(=C/I)/C)=O 4-((t-butyldimethylsilyl)oxy)-7,8-dihydroxy-12-((E)-1-iodoprop-1-en-2-yl)-7,11-dimethyloxacyclododec-9-en-2-one